Cl.COCC=1C(=NC=CC1)N1CCNCC1 1-(3-(methoxymethyl)pyridin-2-yl)piperazine hydrochloride